The molecule is a 3-hydroxy fatty acyl-CoA(4-) obtained by deprotonation of the phosphate and diphosphate OH groups of (3R,11Z,14Z)-3-hydroxyicosadienoyl-CoA; major species at pH 7.3. It is a (R)-3-hydroxyacyl-CoA(4-) and a 3-hydroxy fatty acyl-CoA(4-). It is a conjugate base of a (3R,11Z,14Z)-3-hydroxyicosadienoyl-CoA. CCCCC/C=C\\C/C=C\\CCCCCCC[C@H](CC(=O)SCCNC(=O)CCNC(=O)[C@@H](C(C)(C)COP(=O)([O-])OP(=O)([O-])OC[C@@H]1[C@H]([C@H]([C@@H](O1)N2C=NC3=C(N=CN=C32)N)O)OP(=O)([O-])[O-])O)O